N1=NC(=CC=C1)N1C[C@@H](CC1)OC1=NN=C(S1)N 5-{[(3R)-1-(pyridazin-3-yl)pyrrolidin-3-yl]oxy}-1,3,4-thiadiazol-2-amine